Di-Octyl-Adipat C(CCCCCCC)OC(CCCCC(=O)OCCCCCCCC)=O